1-(2,6-dichlorophenyl)-4-((6-(5-(methoxymethyl)-3-(trifluoromethyl)-1H-1,2,4-triazol-1-yl)pyridazin-3-yl)amino)-1H-pyrazole-3-carboxamide ClC1=C(C(=CC=C1)Cl)N1N=C(C(=C1)NC=1N=NC(=CC1)N1N=C(N=C1COC)C(F)(F)F)C(=O)N